Cl.CC=1SC=C(N1)CN (2-Methylthiazol-4-yl)meth-anamine hydrochloride